(3S,4R,5R,6S)-1-{5-fluoro-6-[(2-methyl-4-propylbenzyl)oxy]hexyl}-3,4,5,6-azepanetetrol FC(CCCCN1C[C@@H]([C@H]([C@@H]([C@H](C1)O)O)O)O)COCC1=C(C=C(C=C1)CCC)C